O=S1(CCN(CC1)C1=CC=C(C=C1)N1C[C@@]2([C@](C1)(CN(C2)C(=O)NCCO)C)C)=O cis-5-(4-(1,1-Dioxidothiomorpholino)phenyl)-N-(2-hydroxyethyl)-3a,6a-dimethylhexahydropyrrolo[3,4-c]pyrrole-2(1H)-carboxamide